N12CC(C(CC1)CC2)=O 1-azabicyclo[2.2.2]octane-3-one